NC=1C2=C(N=CN1)N(C(=C2C2=CC=C(C=C2)OC2=CC=CC=C2)C#CC2CN(C2)C2CCNCC2)C2CC(C2)O (1s,3s)-3-(4-amino-5-(4-phenoxyphenyl)-6-((1-(piperidin-4-yl)azetidin-3-yl)ethynyl)-7H-pyrrolo[2,3-d]pyrimidin-7-yl)cyclobutan-1-ol